6-amino-4-methyl-1H-indole-3-carbonitrile NC1=CC(=C2C(=CNC2=C1)C#N)C